Cl.N[C@@H]1[C@@H](CN(CC1)C1=NC=C(C=C1)C=1C=2N(C=C(C1)OCC(F)F)N=C1C2C=NN1)O (3R,4S)-4-amino-1-(5-(6-(2,2-difluoroethoxy)-1H-pyrazolo[3',4':3,4]pyrazolo[1,5-a]pyridin-4-yl)pyridin-2-yl)piperidin-3-ol hydrochloride